C[C@@H]1N(CC1)C=1N=C(C2=C(N1)CCC2)C=2C=C(C=CC2)NS(=O)(=O)CCC(=O)O (S)-3-(N-(3-(2-(2-methylazetidin-1-yl)-6,7-dihydro-5H-cyclopenta[d]pyrimidin-4-yl)phenyl)sulfamoyl)propanoic acid